ClC=1C=C(C=CC1Cl)C(N1CCC(CC1)OC)C1CCNCC1 1-((3,4-dichlorophenyl)(piperidin-4-yl)methyl)-4-methoxypiperidine